N-methyl-3-((2'-methyl-[3,4'-bipyridin]-2-yl)oxy)-5-(trifluoromethoxy)benzamide CNC(C1=CC(=CC(=C1)OC(F)(F)F)OC1=NC=CC=C1C1=CC(=NC=C1)C)=O